2-[(3-ethynyl-8-methyl-6-quinolyl)oxy]-N-(2-fluoroethyl)ethyl-2-methoxyacetamide C(#C)C=1C=NC2=C(C=C(C=C2C1)OCCC(C(=O)NCCF)OC)C